NC=1C2=C(N=CN1)N(C=C2C2=C(C=C(C#N)C=C2C)C)[C@@H]2O[C@@H]([C@H]([C@H]2O)O)CSCC=2C(=NOC2C2=CC=CC=C2)C 4-(4-Amino-7-((2R,3R,4S,5S)-3,4-dihydroxy-5-((((3-methyl-5-phenylisoxazol-4-yl)methyl)thio)methyl)tetrahydrofuran-2-yl)-7H-pyrrolo[2,3-d]pyrimidin-5-yl)-3,5-dimethylbenzonitrile